Anilin chloride [Cl-].NC1=CC=CC=C1